N[C@@H](CC(=O)OCC)C (R)-ethyl 3-aminobutanoate